2-(2,4-difluorophenyl)oxiran FC1=C(C=CC(=C1)F)C1OC1